C(C)(SC1CC(C1)NC(=O)OC(C)(C)C)=O S-((1r,3r)-3-((tert-butoxycarbonyl)amino)cyclobutyl) ethanethioate